tert-butyl 6-(oxetan-3-yl)indoline-1-carboxylate O1CC(C1)C1=CC=C2CCN(C2=C1)C(=O)OC(C)(C)C